ClC1=CC2=C(N(C(NC2=O)=O)C2=C(C=CC=C2C)C(C)C)N=C1Cl (M)-6,7-dichloro-1-(2-isopropyl-6-methylphenyl)pyrido[2,3-d]pyrimidine-2,4(1H,3H)-dione